(2-chlorophenyl)-9-(4-chlorophenyl)-2-methylsulfonyl-6-[6-(trifluoromethyl)-3-pyridinyl]purine ClC1=C(C=CC=C1)C=1N(C2=NC(=NC(=C2N1)C=1C=NC(=CC1)C(F)(F)F)S(=O)(=O)C)C1=CC=C(C=C1)Cl